S(=O)(=O)(ON1[C@@H]2CC[C@H](N(C1=O)C2)C(NS(=O)(=O)N2CCN(CC2)C)=N)O (2S,5R)-2-(N-((4-methylpiperazin-1-yl) sulfonyl) carbamimidoyl)-7-oxo-1,6-diazabicyclo[3.2.1]octan-6-yl hydrogen sulfate